N-(6-methoxy-2-methyl-1,2,3,4-tetrahydroisoquinolin-7-yl)-7-([1,2,4]triazolo[1,5-a]pyridin-7-yl)quinazolin-2-amine COC=1C=C2CCN(CC2=CC1NC1=NC2=CC(=CC=C2C=N1)C1=CC=2N(C=C1)N=CN2)C